4-(1-(2-Chloroacryloyl)piperidin-4-yl)-2-(5-phenoxypyridin-2-yl)benzamide ClC(C(=O)N1CCC(CC1)C1=CC(=C(C(=O)N)C=C1)C1=NC=C(C=C1)OC1=CC=CC=C1)=C